NC1=C(C(=NC(=C1Cl)F)OCC(=O)O)Cl 4-amino-3,5-dichloro-6-fluoro-pyridin-2-oxyacetic acid